COC1=NC=C(C=C1C(=O)N)NC(C(=O)N1[C@H](CC[C@@H](C1)C)C1=CC(=C(C(=C1)F)F)F)=O methoxy-5-[[2-[(2R,5S)-5-methyl-2-(3,4,5-trifluorophenyl)-1-piperidyl]-2-oxo-acetyl]amino]pyridine-3-carboxamide